C(C)(=O)O\N=C(\N)/C=1C=C(SC1)CNC(=O)[C@H]1N(C[C@H](C1)C1=CC=CC=C1)C(CNC(C1=CC=C(C=C1)OC1=CC=CC=C1)=O)=O (2S,4R)-N-((4-((E)-N'-acetoxycarbamimidoyl)thiophen-2-yl)methyl)-1-((4-phenoxybenzoyl)glycyl)-4-phenylpyrrolidine-2-carboxamide